tungsten-nickel-copper [Cu].[Ni].[W]